[({[(2R,3S,4R,5S)-5-[2-chloro-4-(pyrrolidin-1-yl)imidazo[2,1-f][1,2,4]triazin-7-yl]-3,4-dihydroxyoxolan-2-yl]methoxy}(hydroxy)phosphoryl)methyl]phosphonic Acid ClC1=NN2C(C(=N1)N1CCCC1)=NC=C2[C@H]2[C@@H]([C@@H]([C@H](O2)COP(=O)(O)CP(O)(O)=O)O)O